N(=NC(C#N)(C)C)C(C#N)(C)C 2,2'-(diazene-1,2-diyl)bis(2-methylpropanenitrile)